FC1=C(C=C(C=C1)C=1C=C2C(=NC1)C=NN2CC=2C=NC=C(C2)F)C 6-(4-Fluoro-3-methyl-phenyl)-1-[(5-fluoro-3-pyridyl)methyl]pyrazolo[4,3-b]pyridine